C(C)(C)C1=CC=C(C=C1)NC1=NS(C2=C(N1)C(=CC=C2)C=2C=NN(C2)C2COC2)(=O)=O 3-((4-isopropylphenyl)amino)-5-(1-(oxetan-3-yl)-1H-pyrazol-4-yl)-4H-benzo[e][1,2,4]thiadiazine 1,1-dioxide